bis(amino-α,α-dimethylbenzyl)benzene NC1=C(C(C)(C)C2=C(C=CC=C2)C(C2=C(C=CC=C2)N)(C)C)C=CC=C1